[4-(6-Amino-pyridazin-3-yl)-piperidin-1-yl]-(4,6'-dimethoxy-[3,3']bipyridinyl-6-yl)-methanone NC1=CC=C(N=N1)C1CCN(CC1)C(=O)C1=CC(=C(C=N1)C=1C=NC(=CC1)OC)OC